3-(8-Amino-6-(trifluoromethyl)imidazo[1,2-a]pyrazin-3-yl)-N-(4-cyanobicyclo[2.1.1]hexan-1-yl)-4-methylbenzenesulfonamide trifluoroacetate salt FC(C(=O)O)(F)F.NC=1C=2N(C=C(N1)C(F)(F)F)C(=CN2)C=2C=C(C=CC2C)S(=O)(=O)NC21CCC(C2)(C1)C#N